3,4-dihydroxyphenylmethyl ketone OC=1C=C(C=CC1O)CC(=O)CC1=CC(=C(C=C1)O)O